C(CCC)N(CC(C)(O)C)CC(C)O 1-(butyl-(2-hydroxypropyl)amino)-2-methylpropan-2-ol